COC1=CC(=NN1)NC1=NC(=CN=C1)O[C@H](C)C=1N=NC=CC1 (R)-N-(5-methoxy-1H-pyrazol-3-yl)-6-(1-(pyridazin-3-yl)ethoxy)pyrazin-2-amine